CC1=C(OC2=CC=C(C=C2)CC)C=CC(=C1)N (4-(2-methyl-4-aminophenoxy)phenyl)ethane